NC1=NC=2CCC(CC2C(=C1C#N)C1=C(C=C(C=C1)O)OC)C(=O)OCC ethyl 2-amino-3-cyano-4-(4-hydroxy-2-methoxyphenyl)-5,6,7,8-tetrahydroquinoline-6-carboxylate